C[C@H]1CN(C[C@H](C1)C)C(=O)C1=NOC(=N1)C1=C(C(=C(C(=C1)F)F)O)F ((3r,5s)-3,5-dimethylpiperidin-1-yl)(5-(2,4,5-trifluoro-3-hydroxyphenyl)-1,2,4-oxadiazol-3-yl)methanone